(2-chlorophenyl)-2,4-dimethyl-6-(morpholin-4-ylmethyl)thieno[3,2-b]pyrrole-5-carboxamide ClC1=C(C=CC=C1)C1=C(SC2=C1N(C(=C2CN2CCOCC2)C(=O)N)C)C